C(CCC\C=C/C\C=C/C\C=C/C\C=C/CCCCC)(=O)N arachidonoyl-amine